thian-4-one S-oxide S1(CCC(CC1)=O)=O